(2R)-3-[(2'S,4R)-2-chloro-2'-methyl-spiro[6,7-dihydrothieno[3,2-c]pyran-4,4'-piperidin]-1'-yl]-2-hydroxy-propionamide ClC1=CC2=C(CCO[C@]23C[C@@H](N(CC3)C[C@H](C(=O)N)O)C)S1